4-({6,6-difluoro-3-azabicyclo[3.1.0]hexan-3-yl}methyl)piperidin FC1(C2CN(CC12)CC1CCNCC1)F